3,3-difluoro-N-methoxy-N-methylcyclopentane-1-carboxamide FC1(CC(CC1)C(=O)N(C)OC)F